ClC1=CC=C(C=C1)N1N=C(C=C1)OCC1=C(C=CC=C1)N(C(OC)=O)OC methyl N-[2-[[[1-(4-chlorophenyl)-1H-pyrazol-3-yl]oxy]methyl]phenyl]-N-methoxycarbamate